O[C@@]1([C@@H](CC[C@H](C1)C)C(C)C)C(=O)NCC1=CC(=CC=C1)CO (1s,2s,5r)-1-hydroxy-N-[[3-(hydroxymethyl)phenyl]methyl]-2-isopropyl-5-methyl-cyclohexanecarboxamide